N-(5-(5-(azetidin-1-yl)benzo[d]oxazol-2-yl)-8-(methylamino)-2,7-naphthyridin-3-yl)cyclopropanecarboxamide N1(CCC1)C=1C=CC2=C(N=C(O2)C2=C3C=C(N=CC3=C(N=C2)NC)NC(=O)C2CC2)C1